CO[C@H]1CC(C[C@@H]1OC)NC=1C2=C(N=C(N1)C=1N(C=CN1)C)SC(=C2C)C2=NN(C=C2)C(C)C rac-N-((3S,4S)-3,4-Dimethoxycyclopentyl)-6-(1-isopropyl-1H-pyrazol-3-yl)-5-methyl-2-(1-methyl-1H-imidazol-2-yl)thieno[2,3-d]pyrimidin-4-amine